C1(CCCCCC1)CCN[C@@H]1C=C([C@@H]([C@@H]([C@H]1O)O)O)CF (1S,2S,3S,6R)-6-((2-cycloheptylethyl)amino)-4-(fluoromethyl)cyclohex-4-ene-1,2,3-triol